OCCOC=1C(=C(C=CC1)C(C)O)C(F)(F)F [3-(2-hydroxyethoxy)-2-(trifluoromethyl)phenyl]ethanol